C1(=CC=CC=C1)C1=CSC2=C1C=CC=C2 3-PHENYL-1-BENZOTHIOPHEN